C1(CC1)C1=C(C(=NO1)C1=NN(C2=C1C(=NC=C2)NCC2=C(C=C(C=C2)OC)OC)C(C)C)B(O)O [5-cyclopropyl-3-[4-[(2,4-dimethoxyphenyl)methylamino]-1-isopropyl-pyrazolo[4,3-c]pyridin-3-yl]isoxazol-4-yl]boronic acid